((4-(6-hydroxypyridin-2-yl)cyclohex-3-en-1-yl)methyl)-3-(((S)-oxetan-2-yl)methyl)-3H-imidazo[4,5-b]pyridine-5-carboxylic acid methyl ester COC(=O)C1=CC=C2C(=N1)N(C(=N2)CC2CC=C(CC2)C2=NC(=CC=C2)O)C[C@H]2OCC2